ClC1=CC=C2N(C1=O)C(NC2=O)(C)C2=CC(=CC(=C2)Cl)Cl 6-chloro-3-(3,5-dichlorophenyl)-3-methyl-2,3-dihydroimidazo[1,5-a]pyridine-1,5-dione